OC1=CC(=C(C=C1C(C1=CC=CC=C1)=O)S(=O)(=O)O)OC 4-hydroxy-2-methoxy-5-(oxophenylmethyl)benzenesulfonic acid